benzyl 4,4-dimethyl-2-(3-methylbicyclo[1.1.1]pentan-1-yl)cyclohex-1-ene-1-carboxylate CC1(CC(=C(CC1)C(=O)OCC1=CC=CC=C1)C12CC(C1)(C2)C)C